2-methoxyprop-1-ene COC(=C)C